2-[2-[[5-[2-(trimethylammonio)ethylamino]-1,3-benzothiazol-2-yl]methylcarbamoyl]indan-2-yl]acetate C[N+](CCNC=1C=CC2=C(N=C(S2)CNC(=O)C2(CC3=CC=CC=C3C2)CC(=O)[O-])C1)(C)C